1-butyl-3-quinolin-3-ylurea C(CCC)NC(=O)NC=1C=NC2=CC=CC=C2C1